C(CCCCCCCC(=O)OC(CCCCCCCC)CCCCCCCC)(=O)O[C@H](COCC1=CC=CC=C1)COC(CCCCCCC(=O)OC(CCCCCCCC)CCCCCCCC)=O (R)-1-(1-(benzyloxy)-3-((8-(heptadecan-9-yloxy)-8-oxooctanoyl)oxy)propan-2-yl) 9-(heptadecan-9-yl) nonanedioate